FC1=CC=C(CN2C(=NC=3N(C(N(C(C23)=O)CCCO)=O)C)C2=C(C#N)C=CC=C2)C=C1 2-(7-(4-fluorobenzyl)-1-(3-hydroxypropyl)-3-methyl-2,6-dioxo-2,3,6,7-tetrahydro-1H-purin-8-yl)benzonitrile